N-(3-(2-(isoxazol-4-ylamino)-8,9-dihydroimidazo[1',2':1,6]pyrido[2,3-d]pyrimidin-6-yl)-4-methylphenyl)-4-(trifluoromethyl)pyridineamide O1N=CC(=C1)NC=1N=CC2=C(N1)N1C(C(=C2)C=2C=C(C=CC2C)NC(=O)C2=NC=CC(=C2)C(F)(F)F)=NCC1